N-Cyclopropyl-3-(difluoromethyl)-5-fluoro-N-(2-isopropyl-5-methylbenzyl)-1-methyl-1H-pyrazol-4-carboxamid C1(CC1)N(C(=O)C=1C(=NN(C1F)C)C(F)F)CC1=C(C=CC(=C1)C)C(C)C